tert-butyl (3-amino-6-methoxypyridin-2-yl)(3-(5-fluoro-2-(2,2,2-trifluoroacetamido) phenyl)propyl)carbamate NC=1C(=NC(=CC1)OC)N(C(OC(C)(C)C)=O)CCCC1=C(C=CC(=C1)F)NC(C(F)(F)F)=O